[K].C1CCC2=C(C=3CC=CC3C=C12)NC(=O)NS(=O)(=O)C1=NNC=C1 N-((1,2,3,5-Tetrahydro-s-indacen-4-yl)carbamoyl)-1H-pyrazole-3-sulfonamide, potassium salt